N1C(=CC=C1)C(=O)N Azole-amide